(S)-1-(3-(1-(hydroxymethyl)cyclopropylsulfonyl)phenoxy)-3-((R)-8-(pyridin-3-ylsulfonyl)-1-oxa-8-azaspiro[4.5]decan-3-ylamino)propan-2-ol OCC1(CC1)S(=O)(=O)C=1C=C(OC[C@H](CN[C@H]2COC3(C2)CCN(CC3)S(=O)(=O)C=3C=NC=CC3)O)C=CC1